C1(CC1)C1=CC(=C(C=C1)NC1=CC(=NC=C1C(=O)NOCC)NC=1C=NC(=CC1)F)NS(=O)(=O)CC 4-((4-Cyclopropyl-2-(N-methylmethanesulfonylamino)phenyl)amino)-N-ethoxy-6-((6-fluoropyridin-3-yl)amino)nicotinAmide